3-fluoro-5-(((2aS,4R,4R)-1,2,3,3,4,4-hexafluoro-2a-hydroxy-2,2a,3,4-tetrahydro-1H-cyclopenta[cd]inden-7-yl)oxy)benzonitrile FC=1C=C(C#N)C=C(C1)OC1=CC=C2C=3[C@](C(C(C13)F)F)(C(C2(F)F)(F)F)O